BrCC=1SC=CN1 2-(BROMOMETHYL)THIAZOLE